N1C(=CC=C1)[Si](CCCCCCCC)(C)C pyrrolyldimethyloctylsilane